ClC=1C=C2C(=NC=NC2=C(C1C1=CC=C(C2=C1N=C(S2)NC(OC(C)(C)C)=O)F)F)NCC2(CCC2)N(C)C tert-butyl (4-(6-chloro-4-(((1-(dimethylamino)cyclobutyl)methyl)amino)-8-fluoroquinazolin-7-yl)-7-Fluorobenzo[d]thiazol-2-yl)carbamate